C1(=CC=CC=C1)[C@H]1[C@@H](CNC1)C(=O)NC=1SC(=CN1)C=1C=NC=CC1 |r| (±)-trans-4-Phenyl-N-[5-(pyridin-3-yl)-1,3-thiazol-2-yl]pyrrolidine-3-carboxamide